CNC([C@H](CC1CCN(CC1)C(CC=1C=C2C=CC(NC2=CC1)=O)=O)NC(C1=NC=C(C=C1)C1=CC=CC=C1)=O)=O (S)-N-(1-(methylamino)-1-oxo-3-(1-(2-(2-oxo-1,2-dihydroquinolin-6-yl)acetyl)piperidin-4-yl)propan-2-yl)-5-phenylpicolinamide